BrC1=CC=C(C=C1)N1C=NN(C1=O)CSC1=CC(=C(OCCC(C(=O)O)(C)C)C=C1)F 2-(4-(((4-(4-bromophenyl)-5-oxo-4,5-dihydro-1H-1,2,4-triazol-1-yl)methyl)thio)-2-fluorophenoxy)ethyl-2-methylpropanoic acid